2-amino-6-fluoro-N-(5-fluoro-4-(4-(3,3,4-trimethylpiperazine-1-carbonyl)piperidin-1-yl)pyridin-3-yl)pyrazolo[1,5-a]pyrimidine-3-carboxamide NC1=NN2C(N=CC(=C2)F)=C1C(=O)NC=1C=NC=C(C1N1CCC(CC1)C(=O)N1CC(N(CC1)C)(C)C)F